1,4,5-trifluoronaphthalene FC1=CC=C(C2=C(C=CC=C12)F)F